C1(=CC=CC=C1)NN[SiH3] N-phenylaminoAminosilane